nitrogen 4,4,5,5-tetramethyl-2-(4,4,5,5-tetramethyl-1,3,2-dioxaborolan-2-yl)-1,3,2-dioxaborolane CC1(OB(OC1(C)C)B1OC(C(O1)(C)C)(C)C)C.[N]